4-fluoro-3-(2-fluoroethoxy)benzoic acid FC1=C(C=C(C(=O)O)C=C1)OCCF